tert-Butyl N-[5-[[[(2S)-2-amino-3,3,3-trifluoro-propyl]amino]methyl]pyridazin-3-yl]carbamate N[C@@H](CNCC=1C=C(N=NC1)NC(OC(C)(C)C)=O)C(F)(F)F